methyl 2-fluoro-5-methoxy-4-nitro-benzoate FC1=C(C(=O)OC)C=C(C(=C1)[N+](=O)[O-])OC